2-[[1-(5-chloro-2-methoxybenzoyl)azetidin-3-yl]methyl]-6-(3,5-dimethylpyrazol-1-yl)pyridazin-3-one ClC=1C=CC(=C(C(=O)N2CC(C2)CN2N=C(C=CC2=O)N2N=C(C=C2C)C)C1)OC